ClC=1C=NC(=NC1)N1CCC(CC1)CCCOC1=CC(=C(C=C1)CC(=O)N1C2CN(CC1C2)C(CCCCS(=O)(=O)O)=O)F 5-(6-(2-(4-(3-(1-(5-chloropyrimidin-2-yl)piperidin-4-yl)propoxy)-2-fluorophenyl)acetyl)-3,6-diazabicyclo[3.1.1]heptan-3-yl)-5-oxopentane-1-sulfonic acid